5-amino-1,3,4-thiadiazole-2-thiol zinc salt [Zn].NC1=NN=C(S1)S